6-(2-methoxy-4-(trifluoromethyl)phenyl)-1,2,4-triazine-3,5(2H,4H)-dione COC1=C(C=CC(=C1)C(F)(F)F)C=1C(NC(NN1)=O)=O